Diethyl ((E)-2-((2R,3R,4R,5R)-5-(6-Amino-9H-Purin-9-yl)-3,4-Bis((Tert-Butyldimethylsilyl)Oxy)Tetrahydrofuran-2-yl)Vinyl)Phosphonate NC1=C2N=CN(C2=NC=N1)[C@H]1[C@@H]([C@@H]([C@H](O1)/C=C/P(OCC)(OCC)=O)O[Si](C)(C)C(C)(C)C)O[Si](C)(C)C(C)(C)C